OC(C)(C)C=1C=C(C=CC1)NC=1C2=C(N=C(N1)NC=1C=NN(C1)CC(C)(O)C)SC=C2C 1-(4-((4-((3-(2-hydroxypropan-2-yl)phenyl)amino)-5-methylthieno[2,3-d]pyrimidin-2-yl)amino)-1H-pyrazol-1-yl)-2-methylpropan-2-ol